ICC(=O)NCCOCCOCCNC(OCC1C2=CC=CC=C2C=2C=CC=CC12)=O 9H-Fluoren-9-ylmethyl [2-(2-{2-[(iodoacetyl)amino]ethoxy}ethoxy)ethyl]carbamate